1-(((S)-oxetan-2-yl)methyl)-4-(trifluoromethyl)-1H-imidazole-5-carboxylic acid ethyl ester C(C)OC(=O)C1=C(N=CN1C[C@H]1OCC1)C(F)(F)F